trans-2-(5-(3-cyanophenyl)1-(4-(trifluoromethyl)benzyl)piperidin-3-yl)acetic acid C(#N)C=1C=C(C=CC1)[C@H]1C[C@@H](CN(C1)CC1=CC=C(C=C1)C(F)(F)F)CC(=O)O